3,6-diaminohexanoic acid NC(CC(=O)O)CCCN